2,3,4-trifluoro-1,1'-biphenyl FC1=C(C=CC(=C1F)F)C1=CC=CC=C1